N-(5-((1-acetylpiperidin-2-yl)ethynyl)-2-((S)-3,4-dimethylpiperazin-1-yl)phenyl)-6-oxo-4-(trifluoromethyl)-1,6-dihydropyridine-3-carboxamide C(C)(=O)N1C(CCCC1)C#CC=1C=CC(=C(C1)NC(=O)C1=CNC(C=C1C(F)(F)F)=O)N1C[C@@H](N(CC1)C)C